OCC1=COC=C1CO 3,4-bis(hydroxymethyl)furan